C1C=CC2=CC=CC=C12.O1CCCC2=CC=CC=C12 chroman-inden